C(CCCCCCCCCCCCCCCC)C=1C=C(C(=C(C1)O)C)O 5-Heptadecyl-2-methylbenzene-1,3-diol